2-((tetrahydrofuran-2-yl)oxy)ethyl methacrylate C(C(=C)C)(=O)OCCOC1OCCC1